C(C)(C)(C)OC(C1=C(C=C(C(=C1)F)N1N=C(N(C1=O)C)C(F)(F)F)F)=O 2,5-Difluoro-4-[4-methyl-5-oxo-3-(trifluoromethyl)-4,5-dihydro-1H-1,2,4-triazol-1-yl]benzoic acid tert-butyl ester